C(C)(C)(C)OC(C1=CC(=NC(=C1)C(NC)=O)[C@@H](C1=NC=CC=C1)O)=O |r| (+/-)-2-(hydroxy(pyridin-2-yl)methyl)-6-(methylcarbamoyl)isonicotinic acid tert-butyl ester